FC(S(=O)(=O)NC1=C(C=C(C(=C1)F)OC=1N=C(SC1C1=NC(=NC=C1)N[C@@H]1CNC[C@H](C1)F)C)C)F 1,1-difluoro-N-[5-fluoro-4-[5-[2-[[(3S,5S)-5-fluoro-3-piperidyl]amino]pyrimidin-4-yl]-2-methyl-thiazol-4-yl]oxy-2-methyl-phenyl]methanesulfonamide